O[C@H]1[C@H](O[C@@]2([C@@H](CCO2)NC(C2=CC(=CC=C2)OC)=O)[C@@H]([C@H]1N1N=NC(=C1)C1=CC(=C(C(=C1)F)F)F)O)CO N-((4R,5S,7R,8R,9S,10R)-8,10-dihydroxy-7-(hydroxymethyl)-9-(4-(3,4,5-trifluorophenyl)-1H-1,2,3-triazol-1-yl)-1,6-dioxaspiro[4.5]decan-4-yl)-3-methoxybenzamide